1-(benzo[d][1,3]dioxol-5-yl)-4-chloro-N-(3-fluoro-5-(phenylethynyl)pyridin-2-yl)-1H-pyrazole-5-carboxamide O1COC2=C1C=CC(=C2)N2N=CC(=C2C(=O)NC2=NC=C(C=C2F)C#CC2=CC=CC=C2)Cl